(R)-1-(5-(4-fluorophenyl)pyrimidin-2-yl)-N-(1-(6-oxo-5-(trifluoromethyl)-1,6-dihydropyridine-3-yl)ethoxy)-1,2,3,6-tetrahydropyridine-4-carboxamide FC1=CC=C(C=C1)C=1C=NC(=NC1)N1CCC(=CC1)C(=O)NO[C@H](C)C1=CNC(C(=C1)C(F)(F)F)=O